FC=1C(=NC=CC1NC(OC(C)(C)C)=O)C1(CCC1)OC tert-butyl (3-fluoro-2-(1-methoxycyclobutyl)pyridin-4-yl)carbamate